The molecule is an N-(adenosin-N(6)-ylcarbonyl)threonine in which the adenosine ring is carrying a 2-methylthio substituent. It is a N-(adenosin-N(6)-ylcarbonyl)threonine and a L-threonine derivative. It derives from an adenosine. C[C@H]([C@@H](C(=O)O)NC(=O)NC1=C2C(=NC(=N1)SC)N(C=N2)[C@H]3[C@@H]([C@@H]([C@H](O3)CO)O)O)O